C1(=C(C(=CC=C1)S(=O)(=O)[O-])S(=O)(=O)[O-])C=CC1=CC=CC=C1.C(C)N(C=1C(=NN=NC1N)NC1=CC=CC=C1)CC.[Na+].[Na+] disodium diethylphenyl-triaminotriazine stilbenedisulfonate